(1S,2S)-2-((benzyloxy)methyl)-1-methylcyclopropane-1-carboxylic acid C(C1=CC=CC=C1)OC[C@@H]1[C@](C1)(C(=O)O)C